FC1=C2C=CNC2=CC(=C1OC=1C=C(C=CC1)C=1SC=C(N1)C1(CCOCC1)C=1C=C(C=CC1)CCC(=O)O)F 3-(3-(4-(2-(3-((4,6-difluoro-1H-indol-5-yl)oxy)phenyl)thiazol-4-yl)tetrahydro-2H-pyran-4-yl)phenyl)propanoic acid